NC=1N=C(C=C2C=C(N=CC12)NC(=O)[C@H]1[C@@H](C1)C=1C=NSC1)Cl trans-N-(8-amino-6-chloro-2,7-naphthyridin-3-yl)-2-isothiazol-4-yl-cyclopropanecarboxamide